C=CC(CC)=O 1-Penten-3-on